BrC1=CC(=NC=C1)NC(=O)[C@@H]1C[C@H](C1)N1[C@@H]2CN([C@H](C1)C2)C trans-N-(4-bromopyridin-2-yl)-3-[(1S,4S)-5-methyl-2,5-diazabicyclo[2.2.1]heptan-2-yl]cyclobutane-1-carboxamide